FC1(CN(CCC1N1C=C(C2=CC=CC=C12)C=1C(NC(C1C1=CN(C2=CC=CC=C12)C)=O)=O)C(=O)OC(C)(C)C)F tert-butyl 3,3-difluoro-4-{3-[4-(1-methylindol-3-yl)-2,5-dioxo-1H-pyrrol-3-yl] indol-1-yl}piperidine-1-carboxylate